(R)-N-(3-(2-(((S)-1-hydroxypropan-2-yl)oxy)-6-morpholinopyridin-4-yl)-4-methylphenyl)-3-(2,2,2-trifluoroethyl)pyrrolidine-1-carboxamide OC[C@H](C)OC1=NC(=CC(=C1)C=1C=C(C=CC1C)NC(=O)N1C[C@H](CC1)CC(F)(F)F)N1CCOCC1